3-(trifluoromethyl)-7,8-dihydroisothiazolo[4',3':4,5]pyrrolo[1,2-a]pyrazin FC(C=1SN=C2C1C=C1N2CCN=C1)(F)F